N-(1-(difluoromethyl)-3-(pyridin-2-yl)-1H-pyrazol-4-yl)-2-(1-(2,2,2-trifluoroethyl)-1H-pyrazol-4-yl)thiazole-4-carboxamide FC(N1N=C(C(=C1)NC(=O)C=1N=C(SC1)C=1C=NN(C1)CC(F)(F)F)C1=NC=CC=C1)F